C1(=CC=CC=C1)C1=NN2C(NC(C3=CC=CC=C23)=O)=C1 2-phenylpyrazolo[1,5-a]quinazolin-5(4H)-one